(+)-(4R)-4-[3-oxo-3-[6-[[6-(trifluoromethyl)-3-pyridinyl]methyl]-2-azaspiro[3.4]octan-2-yl]propyl]oxazolidin-2-one O=C(CC[C@H]1NC(OC1)=O)N1CC2(C1)CC(CC2)CC=2C=NC(=CC2)C(F)(F)F